C(C1=CC=CC=C1)OC(CCC(C(=O)OC)C(=O)[O-])=O Methyl 2-(3-benzyloxy-3-oxopropyl)-malonate